2-(4-acetylphenyl)-7,7-dimethyl-1,3-dioxo-2,3,5,12b-tetrahydro-1H,7H-chromeno[4,3-c][1,2,4]triazolo[1,2-a]pyridazin-10-yl L-prolinate N1[C@@H](CCC1)C(=O)OC=1C=CC2=C(C1)OC(C=1C2N2N(CC1)C(N(C2=O)C2=CC=C(C=C2)C(C)=O)=O)(C)C